SCC(=O)OCCOCCO Diethylene glycol (2-mercaptoacetate)